C1(=CC=C(C=C1)/C=C/C(=O)N(C1CSCC1)C1=NC=CC=C1)C (E)-3-(p-tolyl)-N-(2-pyridinyl)-N-tetrahydrothiophen-3-ylprop-2-enamide